C(CCCCCCCCCCC)C1(O[Te]CCC1)CCCCCCCCCCCC didodecyltelluroxane